2-(3-acetyl-6-(2-methylpyrimidin-5-yl)-1H-indazol-1-yl)acetic acid C(C)(=O)C1=NN(C2=CC(=CC=C12)C=1C=NC(=NC1)C)CC(=O)O